C(C)(C)(C)OC(=O)N1C[C@H]([C@@H](CC1)OC1CN(C1)C(=O)OCC1=CC=CC=C1)F.OCCOC=1C=C2C=CC(=CC2=CC1)C1(C2=CC(=CC=C2C=2C=CC(=CC12)C1=CC2=CC=CC=C2C=C1)C1=CC2=CC=CC=C2C=C1)C1=CC2=CC=C(C=C2C=C1)OCCO 9,9-bis(6-(2-hydroxyethoxy)-2-naphthyl)-2,7-bis(2-naphthyl)fluorene tert-butyl-(3R,4R)-4-(1-benzyloxycarbonylazetidin-3-yl)oxy-3-fluoro-piperidine-1-carboxylate